FC([C@H](C)N1N=C2N(C(N(CC2=C1)C1CCN(CC1)C1=C(C=CC=C1C)F)=O)CC1=C(C=CC=C1)C(F)(F)F)F |o1:2| 2-((S)- or (R)-2,2-Difluoro-1-methyl-ethyl)-5-[1-(2-fluoro-6-methyl-phenyl)-piperidin-4-yl]-7-(2-trifluoromethyl-benzyl)-2,4,5,7-tetrahydro-pyrazolo[3,4-d]pyrimidin-6-one